CN(C)CC1=CC=C(C=C1)O alpha-dimethylamino-p-cresol